3-hydroxy-1-phenylbutan-2-yl carbamate hydrate O.C(N)(OC(CC1=CC=CC=C1)C(C)O)=O